2,2-dimethyl-6-oxo-5-oxa-7,11-diaza-2-silanonadecane-19-oic acid nonyl ester C(CCCCCCCC)OC(CCCCCCCNCCCNC(OCC[Si](C)(C)C)=O)=O